N-acetyl-6-(4-(tert-butyl)-5-chloro-2-methylphenyl)-2-methyl-4-oxo-1,4-dihydropyridine-3-carboxamide C(C)(=O)NC(=O)C1=C(NC(=CC1=O)C1=C(C=C(C(=C1)Cl)C(C)(C)C)C)C